C(#N)C1=CC=C(C2=C1N=C(O2)N2CC1N(C(C2)C1)C(=O)OC(C)(C)C)C=1SC=CN1 tert-Butyl 3-(4-cyano-7-(thiazol-2-yl)benzo[d]oxazol-2-yl)-3,6-diazabicyclo[3.1.1]heptane-6-carboxylate